(Z)-2-chloro-N-hydroxypyrimidine-5-carboximidoyl chloride ClC1=NC=C(C=N1)/C(=N/O)/Cl